CC1=NON=C1C1=NC2=C(N1CC=1C=NC(=CC1)SC)C=CC=C2 3-methyl-4-(1-((6-(methylsulfanyl)pyridin-3-yl)methyl)-benzoimidazol-2-yl)-1,2,5-oxadiazole